6-bromo-2-chloro-8-fluoro-imidazo[1,2-a]pyridine BrC=1C=C(C=2N(C1)C=C(N2)Cl)F